2-fluoro-N-[(3R)-3-piperidyl]-N-[2-[2-(4-pyridyl)ethyl]thieno[3,2-c]pyridin-4-yl]-4-(triazolo[4,5-b]pyridin-3-yl)benzamide FC1=C(C(=O)N(C2=NC=CC3=C2C=C(S3)CCC3=CC=NC=C3)[C@H]3CNCCC3)C=CC(=C1)N1N=NC=3C1=NC=CC3